4-CYCLOPROPOXYNICOTINALDEHYDE C1(CC1)OC1=CC=NC=C1C=O